FC=1C(=C(C=CC1F)C(=O)N1CC(C1)(O)N1CCCCC1)NC1=C(C=C(C=C1)I)F 1-({3,4-difluoro-2-[(2-fluoro-4-iodophenyl)amino]phenyl}carbonyl)-3-[(2S)-piperidin-yl]azetidin-3-ol